C(C)C1=CC=C(NC1=O)C1CC(CC1)N1CCN(CC1)C=1C=CC(=NC1F)C(=O)NC 5-(4-(3-(5-ethyl-6-oxo-1,6-dihydropyridin-2-yl)cyclopentyl)piperazin-1-yl)-6-fluoro-N-methylpicolinamide